6-(4-chlorophenyl)-indeno[1,2-c]quinolin-11-one ClC1=CC=C(C=C1)C1=NC2=CC=CC=C2C2=C1C=1C=CC=CC1C2=O